BrC1=C(C2=CN(N=C2C=C1C(F)(F)F)C)[N+](=O)[O-] 5-bromo-2-methyl-4-nitro-6-(trifluoromethyl)-2H-indazole